N=C(C1=CC=C(C=C1)CNC([C@H](C)NC([C@@H](CCC1=CC=CC=C1)NCCC1=CC=CC=C1)=O)=O)NC(OCC1=CC=CC=C1)=O benzyl (imino(4-(((S)-2-((R)-2-(phenethylamino)-4-phenylbutanamido)propanamido)methyl)phenyl)methyl)carbamate